N-(2-Cyano-3-((3,4-dihydro-2H-pyrido[4,3-e]pyrimido[1,2-c]pyrimidin-10-yl)amino)phenyl)propane-1-sulfonamide C(#N)C1=C(C=CC=C1NC1=CC=2C=3N(C=NC2C=N1)CCCN3)NS(=O)(=O)CCC